tert-butyl 4-(4-((3-cyanobenzyl)oxy)phenyl)-1H-imidazole-1-carboxylate C(#N)C=1C=C(COC2=CC=C(C=C2)C=2N=CN(C2)C(=O)OC(C)(C)C)C=CC1